(S)-N-(2-(3,4-dimethylpiperazin-1-yl)-5-(4-morpholinopyridin-2-yl)phenyl)-4-(trifluoromethyl)-6-(2-(trimethylsilyl)ethoxy)nicotinamide C[C@H]1CN(CCN1C)C1=C(C=C(C=C1)C1=NC=CC(=C1)N1CCOCC1)NC(C1=CN=C(C=C1C(F)(F)F)OCC[Si](C)(C)C)=O